(2R)-2-((4-(3,8-diazabicyclo[3.2.1]octan-3-yl)-6-chloro-8-fluoro-7-(3-hydroxynaphthalen-1-yl)quinazolin-2-yl)oxy)propanal C12CN(CC(CC1)N2)C2=NC(=NC1=C(C(=C(C=C21)Cl)C2=CC(=CC1=CC=CC=C21)O)F)O[C@@H](C=O)C